C1(=CC(=CC=C1)C1(C=CC2=C(SC3=C2SC2=C3C=CC(=C2)N(C=2C=C(C=CC2)C)C=2C=C(C=CC2)C)C1)NC=1C=C(C=CC1)C)C 2,N2,N7,N7-tetra-m-tolylbenzo[b]benzo[4,5]thieno[2,3-d]thiophene-2,7-diamine